(R)-3-((4-(tert-butyl)cyclohexyl)methyl)-1-((R)-1-((S)-2-(((R)-2-imino-5-isopropylimidazolidin-1-yl)methyl)pyrrolidin-1-yl)-3-phenylpropan-2-yl)-4-propylimidazolidin-2-imine C(C)(C)(C)C1CCC(CC1)CN1C(N(C[C@H]1CCC)[C@@H](CN1[C@@H](CCC1)CN1C(NC[C@H]1C(C)C)=N)CC1=CC=CC=C1)=N